bis(bis(silyl)phosphino)ethane [SiH3]P([SiH3])C(C)P([SiH3])[SiH3]